N-cyclopentyl-4-[[(1S)-2-hydroxy-1-phenyl-ethyl]amino]-2-(3-methyl-4-methylsulfonyl-anilino)pyrimidine-5-carboxamide C1(CCCC1)NC(=O)C=1C(=NC(=NC1)NC1=CC(=C(C=C1)S(=O)(=O)C)C)N[C@H](CO)C1=CC=CC=C1